CC1(OC2=C(O1)C=CC(=C2)CC\C=N/O)C (Z)-3-(2,2-Dimethylbenzo[d][1,3]dioxol-5-yl)propanal oxime